C1(CC1)C1=NC=2N(C=C1OC)N=CC2C2=C(C=CC(=N2)N[C@H]2CN(C[C@@H]2F)C(=O)OC(C)(C)C)F tert-butyl (3S,4S)-3-[[6-(5-cyclopropyl-6-methoxy-pyrazolo[1,5-a]pyrimidin-3-yl)-5-fluoro-2-pyridyl]amino]-4-fluoro-pyrrolidine-1-carboxylate